BrC1=CC=CC2=C1OC(CO2)C2=C(C=C(C=C2)Cl)F 8-bromo-2-(4-chloro-2-fluorophenyl)-2,3-dihydrobenzo[b][1,4]dioxin